4-hexyloxyphenyl-2,4,6-trimethoxyphenyliodonium hexafluorophosphate F[P-](F)(F)(F)(F)F.C(CCCCC)OC1=CC=C(C=C1)[I+]C1=C(C=C(C=C1OC)OC)OC